2-[(2E)-2-(aminomethyl)-3-fluoroprop-2-en-1-yl]-4-({5-[4-(4H-1,2,4-triazol-3-yl)phenyl]thiophen-2-yl}methyl)-2,4-dihydro-3H-1,2,4-triazol-3-one NC/C(/CN1N=CN(C1=O)CC=1SC(=CC1)C1=CC=C(C=C1)C1=NN=CN1)=C\F